BrCC(=O)C1CCC(CC1)CC 2-bromo-1-(4-ethylcyclohexyl)ethan-1-one